O1[C@@H](COCC1)CNC(=O)C1=C(C2=C(C[C@@H](C3=CN(N=C23)CC2CCN(CC2)C(=O)C2(CC2)C)C)O1)C(F)(F)F (4S)-N-{[(2R)-1,4-Dioxan-2-yl]methyl}-4-methyl-2-{[1-(1-methylcyclopropan-1-carbonyl)piperidin-4-yl]methyl}-8-(trifluoromethyl)-4,5-dihydro-2H-furo[2,3-g]indazol-7-carboxamid